hydroxyanthraquinone aminopropyl-methylmorpholineAt NCCCC1(N(CCOC1)C(=O)O)C.OC1=CC=CC=2C(C3=CC=CC=C3C(C12)=O)=O